FC1(CC=C(CC1)C=1C=CC=C2C=C(C=NC12)C(=O)NCCCNS(=O)(=O)C)F 8-(4,4-difluorocyclohex-1-en-1-yl)-N-(3-(methyl-sulfonamido)propyl)quinoline-3-carboxamide